C(CCC)OC1=CC=C(C=C1)S(=O)(=O)NCCCN1CCC(CC1)CC1=CC=C(C=C1)Cl 4-butoxy-N-(3-(4-(4-chlorobenzyl)piperidin-1-yl)propyl)benzenesulfonamide